NCCNC(NC1=CC=C(C(=O)NC=2C=3C(CCC(C3C=C3C(CCC(C23)(C)C)(C)C)(C)C)(C)C)C=C1)=O 4-(3-(2-aminoethyl)ureido)-N-(1,1,4,4,5,5,8,8-octamethyl-1,2,3,4,5,6,7,8-octahydroanthracen-9-yl)benzamide